Methyl 6-chloro-4-((4-ethoxyphenyl)amino)pyridazine-3-carboxylate ClC1=CC(=C(N=N1)C(=O)OC)NC1=CC=C(C=C1)OCC